N1(C=NC=C1)C1=C(C=C(C(=C1)N1C=NC=C1)N1C=NC=C1)N1C=NC=C1 1,2,4,5-tetrakis(1H-imidazol-1-yl)benzene